COC(C(CN1C=CC2=C1N=CN=C2C=2C=NNC2)(C)C)=O (4-(1H-pyrazol-4-yl)-7H-pyrrolo[2,3-d]pyrimidine-7-yl)pivalic acid methyl ester